6-ethoxypyridin-2-yl-1H-imidazo[4,5-b]pyrazin-6-yl-4-hydroxycyclohexane-1-sulfonamide C(C)OC1=CC=CC(=N1)C1C(CCC(C1)O)(S(=O)(=O)N)C1=CN=C2C(=N1)NC=N2